FC1=C(C2=C(C(=C(C(=C2C(=C1F)F)F)F)F)F)[B-](C1=C(C(=C(C2=C(C(=C(C(=C12)F)F)F)F)F)F)F)(C1=C(C(=C(C2=C(C(=C(C(=C12)F)F)F)F)F)F)F)C1=C(C(=C(C2=C(C(=C(C(=C12)F)F)F)F)F)F)F.CC=1C=C([NH3+])C(=CC1C)C 3,4,6-trimethylanilinium tetrakis-(perfluoronaphthyl)borate